4-(3-mercapto-2,5-dioxo-1-pyrrolidinylmethyl)-cyclohexanecarboxylic acid SC1C(N(C(C1)=O)CC1CCC(CC1)C(=O)O)=O